The molecule is a furanocoumarin that is 2,3-dihydro-7H-furo[2,3-f]chromen-7-one substituted by a hydroxy group at position 4, a 2-hydroxypropan-2-yl group at position 2, a 2-methylpropanoyl group at position 5 and a phenyl group at position 9. Isolated from the bark of Ochrocarpos punctatus, it exhibits cytotoxicity against the A2780 ovarian cancer cell line. It has a role as a metabolite and an antineoplastic agent. It is a furanocoumarin, a member of phenols and a tertiary alcohol. CC(C)C(=O)C1=C2C(=C3C(=C1O)CC(O3)C(C)(C)O)C(=CC(=O)O2)C4=CC=CC=C4